methyl 2-(7,7-difluoro-6-methyl-3-azabicyclo[4.1.0]heptan-3-yl)-4-iodobenzoate FC1(C2(CCN(CC12)C1=C(C(=O)OC)C=CC(=C1)I)C)F